Cadmium-Magnesium-Tellurid [Te-2].[Mg+2].[Cd+2].[Te-2]